CN1CCN(CC1)CCCNCC1=CC=C(C=C1)C=1N=C(C2=C(N1)N(C=C2)C2=CC=CC=C2)C2=CC=C(C=C2)CNCCCN2CCN(CC2)C 2,4-bis{4-[(3-(4-methylpiperazin-1-yl)propyl)aminomethyl]phenyl}-7-phenyl-7H-pyrrolo[2,3-d]pyrimidine